CN([C@H](CNC(\C=C(/C)\C1=CC=CC=C1)=O)CC1=CC=C(C=C1)O)C (S,E)-N-(2-(dimethylamino)-3-(4-hydroxyphenyl)propyl)-3-phenylbut-2-enamide